NC1=NC(=NN2C1=CC=C2[C@H]2[C@@H]([C@@H]([C@](O2)(CI)N=[N+]=[N-])O)F)F (2S,3R,4R,5S)-5-(4-amino-2-fluoropyrrolo[2,1-f][1,2,4]triazin-7-yl)-2-azido-4-fluoro-2-(iodomethyl)tetrahydrofuran-3-ol